7-(tetrahydro-2H-pyran-4-yl)isoquinoline-3-carbaldehyde O1CCC(CC1)C1=CC=C2C=C(N=CC2=C1)C=O